4-chloro-6,7-dihydro-5H-cyclopenta[b]pyridin-7-yl acetate C(C)(=O)OC1CCC=2C1=NC=CC2Cl